1,4-diazepan-1-yl-[1-(4-methoxyphenyl)-1,4,6,7-tetrahydropyrano[4,3-c]pyrazol-3-yl]methanone N1(CCNCCC1)C(=O)C=1C2=C(N(N1)C1=CC=C(C=C1)OC)CCOC2